NC1=NC2=C(C=CC=C2C(=N1)C(=O)NCCC1=NC=C(C=C1)C)F 2-amino-8-fluoro-N-[2-(5-methyl-2-pyridyl)ethyl]quinazoline-4-carboxamide